tetraheptyl-ammonium fluoride [F-].C(CCCCCC)[N+](CCCCCCC)(CCCCCCC)CCCCCCC